CC1(CCC1)NC(C)C=1C=C(C=2N(C(C(=CN2)C2=CC(=CC=C2)C(C2COC2)C2=NN=CN2C)=O)C1)C(F)(F)F 7-[1-[(1-methylcyclobutyl)amino]ethyl]-3-[3-[(4-methyl-4H-1,2,4-triazol-3-yl)-(oxetane-3-yl)methyl]phenyl]-9-(trifluoromethyl)pyrido[1,2-a]pyrimidin-4-one